N-(1-butyl-3-oxo-1,3-dihydroisobenzofuran-5-yl)-3-((3-methyl-5-oxo-1,2,4-oxadiazol-4(5H)-yl)methyl)benzamide C(CCC)C1OC(C2=CC(=CC=C12)NC(C1=CC(=CC=C1)CN1C(=NOC1=O)C)=O)=O